N-(4-(4-((2-(2,4-dioxotetrahydropyrimidin-1(2H)-yl)-1,3-dioxoisoindolin-5-yl)methyl)piperazin-1-yl)-3-(trifluoromethyl)phenyl)-3-(imidazo[1,2-b]pyridazin-3-ylethynyl)-4-methylbenzamide O=C1N(CCC(N1)=O)N1C(C2=CC=C(C=C2C1=O)CN1CCN(CC1)C1=C(C=C(C=C1)NC(C1=CC(=C(C=C1)C)C#CC1=CN=C2N1N=CC=C2)=O)C(F)(F)F)=O